1-(4-ethylphenyl)-1,3-dihydro-2H-cyclopenta[b]Benzofuran-2,2-dicarboxylic acid diethyl ester C(C)OC(=O)C1(C(C2=C(OC3=C2C=CC=C3)C1)C1=CC=C(C=C1)CC)C(=O)OCC